(E)-4-[(4-(3,5-Dimethoxyphenyl)phenoxy)methyl]-1-(4-(trifluoromethyl)phenyl)-1H-1,2,3-triazole COC=1C=C(C=C(C1)OC)C1=CC=C(OCC=2N=NN(C2)C2=CC=C(C=C2)C(F)(F)F)C=C1